3-methylpyridine-2-carboxylic acid methyl ester oxide COC(=O)C=1[N+](=CC=CC1C)[O-]